2-{2-ethyl-6-[(2S)-morpholin-2-ylmethyl]-5,8-dioxo-5,6,7,8-tetrahydro-4H-pyrazolo[1,5-a]pyrrolo[3,4-d]pyrimidin-4-yl}-N-(5-fluoropyridin-2-yl)acetamide C(C)C1=NN2C(N(C3=C(C2=O)CN(C3=O)C[C@@H]3CNCCO3)CC(=O)NC3=NC=C(C=C3)F)=C1